4-(benzyloxy)-5-methyl-1H-indole C(C1=CC=CC=C1)OC1=C2C=CNC2=CC=C1C